N1(CCC(=O)O)C(=O)N(C)C=2N=CNC2C1=O.N1(CCC(=O)O)C(=O)N(C)C=2N=CNC2C1=O.ClC1=C2C(=NC=C1C=1C=C(C=CC1)N1C(CNCC1)=O)NC=C2C#CC=2C=NC=CC2 1-(3-(4-chloro-3-(pyridin-3-ylethynyl)-1H-pyrrolo[2,3-b]pyridin-5-yl)phenyl)piperazin-2-one theophyllineacetate (theophyllineacetate)